4-Methylcholest-5(6)-ene-3β,4,25-triol CC1(C2=CC[C@H]3[C@@H]4CC[C@H]([C@@H](CCCC(C)(C)O)C)[C@]4(CC[C@@H]3[C@]2(CC[C@@H]1O)C)C)O